iron(III) oxy hydroxide O(O)O.[Fe+3]